FC=1C=NC=2N3N=CC=4C(=NC(CCCCCCOC2C1)=NC34)O 5-fluoro-8-oxa-1,3,16,20,22-pentazatetracyclo[13.5.2.02,7.018,21]docosa-2(7),3,5,15(22),16,18(21),19-heptaen-17-ol